2-((2-((3-(benzyloxy)benzyl)amino)ethyl)amino)ethan-1-ol C(C1=CC=CC=C1)OC=1C=C(CNCCNCCO)C=CC1